C1(CC1)C1=NC=NC(=C1C=1N=CC=2C(N1)=NC(C(C2C)C=2C=NN(C2)C)=O)OC 2-(4-cyclopropyl-6-methoxypyrimidin-5-yl)-5-methyl-6-(1-methylpyrazol-4-yl)pyrido[2,3-d]pyrimidin-7-one